N1C=CC=C1 Pyrrole